C(C)SC1=NC=C(C=N1)CN1CCN(CC1)C=1OC2=C(N1)C=CC=C2C 2-(4-((2-(ethylthio)pyrimidin-5-yl)methyl)piperazin-1-yl)-7-methylbenzo[d]oxazole